COC(C[C@H]1O[C@@H]([C@@H]([C@H]([C@H]1OC(C)=O)N1N=NC(=C1)C1=CC(=C(C(=C1)F)F)F)OC)CC=C)=O ((2R,3R,4R,5R,6R)-3-acetoxy-6-allyl-5-methoxy-4-(4-(3,4,5-trifluorophenyl)-1H-1,2,3-triazol-1-yl)tetrahydro-2H-pyran-2-yl)acetic acid methyl ester